BrC=1C=C(C(=NC1)OC)\C=C\C1CC(C1)(C)C (E)-5-bromo-3-(2-(3,3-dimethylcyclobutyl)vinyl)-2-methoxypyridine